O(C1=CC=CC=C1)C1=CC=C(C(=O)NCC(=O)N2C(CC(C2)C2=CC=CC=C2)C(=O)N)C=C1 1-((4-phenoxybenzoyl)glycinyl)-4-phenylpyrrolidine-2-carboxamide